pyrrolidin-1-carboxamide N1(CCCC1)C(=O)N